4-({4-[2-(2,6-dioxopiperidin-3-yl)-1,3-dioxo-2,3-dihydro-1H-isoindol-5-yl]piperazin-1-yl}methyl)piperidin O=C1NC(CCC1N1C(C2=CC=C(C=C2C1=O)N1CCN(CC1)CC1CCNCC1)=O)=O